BrC=1C=C2C(=CN(C2=CC1)C1=NOC(=N1)C1=C(C=C(C=C1)OC(C)C)F)Cl (5-bromo-3-chloro-1H-indol-1-yl)-5-(2-fluoro-4-isopropoxyphenyl)-1,2,4-oxadiazole